C(C)OC(=O)[C@H]1N(C[C@H](C1)F)CC1=CC=CC=C1.C1(=CC=C(C=C1)C1=NC(=NC(=N1)C1=CC=C(C=C1)C1=CC=C(C=C1)C1=NC=CC=C1)C1=CC=C(C=C1)C1=CC=C(C=C1)C1=NC=CC=C1)C1=CC=CC=C1 2-biphenyl-4-yl-4,6-bis-(4'-pyridin-2-yl-biphenyl-4-yl)-[1,3,5]Triazine ethyl-(2S,4S)-1-benzyl-4-fluoropyrrolidine-2-carboxylate